C(C)(C)N1N=CC(=C1)B1OC(C)(C)C(C)(C)O1 1-isopropylpyrazol-4-boronic acid pinacol ester